N1N=NC2=NC=CC=C21 triazolo[4,5-b]pyridine